Z-pyrrole-2,5-dione N1C(C=CC1=O)=O